5-((4-fluorophenyl)ethynyl)-2-((3r,5s)-3,4,5-trimethylpiperazin-1-yl)aniline FC1=CC=C(C=C1)C#CC=1C=CC(=C(N)C1)N1C[C@H](N([C@H](C1)C)C)C